COC1=C(C=C(C=N1)C2=CC3=C(C=CN=C3C=C2)C4=CN=NC=C4)NS(=O)(=O)C5=C(C=C(C=C5)F)F 2,4-Difluoro-N-[2-methoxy-5-[4-(4-pyridazinyl)-6-quinolinyl]-3-pyridinyl]benzenesulfonamide